(aminomethyl)-3-hydroxypiperidine NCN1CC(CCC1)O